(5-bromo-3-((4-methoxybenzyl)amino)pyridin-2-yl)(2-fluorophenyl)methanone BrC=1C=C(C(=NC1)C(=O)C1=C(C=CC=C1)F)NCC1=CC=C(C=C1)OC